BrC=1C=NC2=CC(=CN=C2C1)Br 3,7-dibromo-1,5-naphthyridine